C1=CC=CC=2C3=CC=CC=C3C(C12)COC(=O)N([C@H](C(=O)O)CCC1=CC=C(C=C1)C)C (S)-2-((((9H-fluoren-9-yl)methoxy)carbonyl)(methyl)amino)-4-(p-tolyl)butanoic acid